2,3-dihexylthiophene C(CCCCC)C=1SC=CC1CCCCCC